COC1=C(C=C(C=C1)C)C1(OC(CC1)C1=CC=CC=C1)C(=O)O 2-(2-methoxy-5-methylphenyl)-5-phenyltetrahydrofuran-2-carboxylic acid